FC(CC)(F)N1N=CC=2C=NC(=CC21)C(=O)N[C@@H]2C(N(C1=C(OC2)C=CC=N1)C)=O 1-(1,1-difluoropropyl)-N-[(3S)-5-methyl-4-oxo-2,3-dihydropyrido[3,2-b][1,4]oxazepin-3-yl]pyrazolo[4,3-c]pyridine-6-carboxamide